COC(=O)C=1C=C2C(=CC1)NC(C21CCN(CC1)C(C1=CC=C(C=C1)Cl)=O)=O.C[Si](C=1C(=NC(=CC1F)F)F)(C)C trimethyl-(2,4,6-trifluoro-3-pyridinyl)silane methyl-1'-(4-chlorobenzoyl)-2-oxospiro[indoline-3,4'-piperidine]-5-carboxylate